OC1(CCN(CC1)C(=O)[C@H]1[C@@H](CN(CC1)C(=O)C1=C(N=C(S1)C=1C=NC(=CC1)C)C)C1=CC=CC=C1)CN1C=NN2C(C1=O)=CC=C2C2=CC=CC=C2 3-[[4-hydroxy-1-[(3R,4R)-1-[4-methyl-2-(6-methyl-3-pyridyl)thiazole-5-carbonyl]-3-phenyl-piperidine-4-carbonyl]-4-piperidinyl]methyl]-7-phenyl-pyrrolo[2,1-f][1,2,4]triazin-4-one